1-Methyl-7-[1-(4-piperidylmethyl)-4-piperidyl]indazol CN1N=CC2=CC=CC(=C12)C1CCN(CC1)CC1CCNCC1